2-(3-amino-2-methylpropyl)propane-1,2-diamine NCC(CC(CN)(C)N)C